F[B-](F)(F)F.[O-][N+]1=C(C=CC=C1)S=C1N(CN1C)C S-(1-oxido-2-pyridyl)-1,3-dimethyl-1,3-methylenethiourea tetrafluoroborate